3-Amino-7-fluoro-8-bromoimidazo[1,2-a]pyridine-2-carboxylic acid ethyl ester C(C)OC(=O)C=1N=C2N(C=CC(=C2Br)F)C1N